6-(2-Chloro-6-fluorophenyl)-2-((3-methoxy-4-(4-methylpiperazin-1-yl)phenyl)amino)-8,9-dihydroimidazo[1,2-a]pyrimido[5,4-e]pyrimidin-5(6H)-one ClC1=C(C(=CC=C1)F)N1C=2N(C3=C(C1=O)C=NC(=N3)NC3=CC(=C(C=C3)N3CCN(CC3)C)OC)CCN2